S(=O)(=O)([O-])[O-].[O-2].[V+4] Vanadium(IV) oxide sulfate